(piperidin-3-yl)benzoic acid N1CC(CCC1)C1=C(C(=O)O)C=CC=C1